tert-butyl (3R)-3-[5-chloro-6-(2-cyano-3,6-difluoro-anilino)-4-oxo-quinazolin-3-yl]-1-oxa-8-azaspiro[4.5]decane-8-carboxylate ClC1=C2C(N(C=NC2=CC=C1NC1=C(C(=CC=C1F)F)C#N)[C@H]1COC2(C1)CCN(CC2)C(=O)OC(C)(C)C)=O